1,4,5-O-trinonanoyl-xylitol C(CCCCCCCC)(=O)C([C@H](O)[C@@H](O)[C@](O)(COC(CCCCCCCC)=O)C(CCCCCCCC)=O)O